4,7-dihydro-5H-1λ2,6λ2-pyrrolo[2,3-c]pyridine [N]1C=CC2=C1C[N]CC2